9-[5-(trifluoromethyl)pyrazin-2-yl]-3-oxa-7,9-diazabicyclo[3.3.1]nonane FC(C=1N=CC(=NC1)N1C2COCC1CNC2)(F)F